(2S)-2-(2,3-dihydro-1H-indene-1-carboxamido)-4-((2-methoxyethyl)(4-(5,6,7,8-tetrahydro-1,8-naphthyridin-2-yl)butyl)amino)butanoic acid C1(CCC2=CC=CC=C12)C(=O)N[C@H](C(=O)O)CCN(CCCCC1=NC=2NCCCC2C=C1)CCOC